2-(1-(benzo[d][1,3]dioxol-5-yl)naphthalen-4-yloxy)-tetrahydro-4,5-dimethoxy-2H-pyran-3-ol O1COC2=C1C=CC(=C2)C2=CC=C(C1=CC=CC=C21)OC2OCC(C(C2O)OC)OC